CN1N=CC2=CC=C(C=C12)C=1C2=C(NN1)C1=C(C2)SC(=C1)C1=CC=C(C=C1)S(=O)(=O)N1CCOCC1 4-((4-(3-(1-methyl-1H-indazol-6-yl)-1,4-dihydro-thieno[2',3':4,5]cyclopenta[1,2-c]pyrazol-6-yl)phenyl)sulfonyl)morpholine